BrC=1N=CC(=NC1)N1CCC2(CC1)[C@@H](C1=CC=CC=C1C2)N[S@](=O)C(C)(C)C (R)-N-[(1S)-1'-(5-bromopyrazin-2-yl)spiro[indane-2,4'-piperidin]-1-yl]-2-methyl-propane-2-sulfinamide